(2-amino-3-(3-((6-morpholinopyridin-3-yl)methyl)isoxazol-5-yl)pyridin-1-ium-1-yl)methyl hydrogen phosphate P(=O)(OC[N+]1=C(C(=CC=C1)C1=CC(=NO1)CC=1C=NC(=CC1)N1CCOCC1)N)(O)[O-]